[N+](=O)([O-])C1=C2CN(C(C2=CC=C1)=O)C1C(NC(CC1)=O)=O 3-(4-nitro-1-oxoisoindolin-2-yl)piperidine-2,6-dione